C(#N)C1=C(C=CC(=N1)C(=O)NC)N1CCN(CC1)C1C=C(CC1)C=1NC(C(=CN1)C)=O 6-cyano-N-methyl-5-(4-(3-(5-methyl-6-oxo-1,6-dihydropyrimidin-2-yl)cyclopent-2-en-1-yl)piperazin-1-yl)picolinamide